O-ethyl N-((5-methoxypyridin-2-yl)carbamothioyl)carbamate COC=1C=CC(=NC1)NC(=S)NC(OCC)=O